(1S,3E)-(-)-camphoric acid C([C@]1(C)C(C)(C)C(C(=O)O)CC1)(=O)O